C(OC[C@H]1O[C@@]([C@@H]2OC(CCCC(O[C@@H]21)=O)=O)(C#N)C2=CC=C1C(=NC=NN12)N)(OC1CCOCC1)=O ((7aR,8R,10R,10aR)-10-(4-aminopyrrolo[2,1-f][1,2,4]triazin-7-yl)-10-cyano-2,6-dioxooctahydro-2H-furo[3,4-b][1,4]dioxonin-8-yl)methyl (tetrahydro-2H-pyran-4-yl) carbonate